CC1(C2CC3CC(CC1C3)C2)OC(=O)C2C3C=CC(C2)C3 2-methyladamantan-2-ylbicyclo[2.2.1]-5-heptene-2-carboxylate